C(\C=C\CCCCC)=O trans-octenal